C1(CC1)C1=CC(=C(C=C1)N(C(=O)N1[C@H](CCCC1)C(=O)N)C(C(=O)NC1CCC(CC1)(F)F)C=1C=NC=CC1C(F)(F)F)F (2R)-N1-(4-cyclopropyl-2-fluoro-phenyl)-N1-[2-[(4,4-difluorocyclohexyl)amino]-2-oxo-1-[4-(trifluoromethyl)-3-pyridyl]ethyl]piperidine-1,2-dicarboxamide